N-(5-(6-(2-bromo-4-(trifluoromethyl)phenyl)-1-oxo-3,4-dihydroisoquinolin-2(1H)-yl)-2-hydroxyphenyl)propane-1-sulfonamide BrC1=C(C=CC(=C1)C(F)(F)F)C=1C=C2CCN(C(C2=CC1)=O)C=1C=CC(=C(C1)NS(=O)(=O)CCC)O